[(4-bromo-6-fluoro-2,3-dihydro-1H-inden-1-yl)oxy](tert-butyl)dimethylsilane BrC1=C2CCC(C2=CC(=C1)F)O[Si](C)(C)C(C)(C)C